ClC1=CC=C2C[C@@H](CC2=C1)NC1=NC=C(C=N1)C=1OC(=CN1)C (S)-6-chloro-2-((5-(5-methyloxazol-2-yl)pyrimidin-2-yl)amino)-2,3-dihydro-1H-indene